Cl.Cl.[C@H]12CN(C[C@H](CC1)N2)C=2C1=C(N=C(N2)OCC23CCCN3CC(C2)F)C(=C(N=C1)C1=CC(=CC2=CC=CC(=C12)C(C)C)O)F 4-(4-((1R,5S)-3,8-diazabicyclo[3.2.1]octan-3-yl)-8-fluoro-2-((2-fluorotetrahydro-1H-pyrrolizin-7a(5H)-yl)methoxy)pyrido[4,3-d]pyrimidin-7-yl)-5-isopropylnaphthalen-2-ol dihydrochloride